3-{4-[(2-cyclopropylethyl)[(1s,4s)-4-({[1-(trifluoromethyl)cyclopropyl]methyl}amino)cyclohexyl]amino]-7-fluoro-1-oxo-3H-isoindol-2-yl}piperidine-2,6-dione C1(CC1)CCN(C1=C2CN(C(C2=C(C=C1)F)=O)C1C(NC(CC1)=O)=O)C1CCC(CC1)NCC1(CC1)C(F)(F)F